NC1=C2N=C(N(C2=NC(=N1)C#CCCCC)[C@@H]1SC[C@H]([C@H]1O)O)C=1SC=CC1 (2R,3R,4S)-2-(6-Amino-2-(hex-1-yn-1-yl)-8-(thiophen-2-yl)-9H-purin-9-yl)tetrahydrothiophene-3,4-diol